CN1N=CC(=C1OS(=O)(=O)CCC)C(=O)C=1C=CC2=C(C(CS2(=O)=O)(C)C)C1C 1-methyl-4-[(3,3,4-trimethyl-1,1-dioxido-2,3-dihydro-1-benzothiophen-5-yl)carbonyl]-1H-pyrazol-5-yl-propane-1-sulfonate